4-((2-(furan-2-yl)phenoxy)methyl)-1H-imidazole O1C(=CC=C1)C1=C(OCC=2N=CNC2)C=CC=C1